(4-nitrophenyl) 3-[4-(2-methylazetidin-1-yl)phenyl]azetidine-1-carboxylate CC1N(CC1)C1=CC=C(C=C1)C1CN(C1)C(=O)OC1=CC=C(C=C1)[N+](=O)[O-]